(2S,3S,4R,5R)-4-[[3-(3,4-difluoro-2-methoxy-phenyl)-5-(difluoromethyl)-4,5-dimethyl-tetrahydrofuran-2-carbonyl]amino]pyridin-2-carboxamid FC=1C(=C(C=CC1F)[C@H]1[C@H](O[C@@]([C@@H]1C)(C)C(F)F)C(=O)NC1=CC(=NC=C1)C(=O)N)OC